(S)-3-(3-chloro-4-fluorophenyl)-1-(1-(8-fluoro-2-methyl-1-oxo-1,2-dihydroisoquinolin-4-yl)ethyl)-1-methyl-urea ClC=1C=C(C=CC1F)NC(N(C)[C@@H](C)C1=CN(C(C2=C(C=CC=C12)F)=O)C)=O